5-((4-((4'-chloro-4-methoxy-4-methyl-3,4,5,6-tetrahydro-[1,1'-biphenyl]-2-yl)methyl)piperazin-1-yl)methyl)-2-(2,6-dioxopiperidin-3-yl)isoindoline-1,3-dione ClC1=CC=C(C=C1)C1=C(CC(CC1)(C)OC)CN1CCN(CC1)CC=1C=C2C(N(C(C2=CC1)=O)C1C(NC(CC1)=O)=O)=O